O=C1NC(CCC1N1C(C2=CC=C(C=C2C1)CNC(=O)C1=CC(=NC2=CC=C(C=C12)C)C1=CC=CC=C1)=O)=O N-((2-(2,6-dioxopiperidin-3-yl)-1-oxoisoindolin-5-yl)methyl)-6-methyl-2-phenylquinoline-4-carboxamide